C(#N)C=1C(=C(C(=NC1)C(=O)NC=1C=C2C(=NNC2=CC1)C=1N=NN(C1)C)C)C 5-cyano-3,4-dimethyl-N-(3-(1-methyl-1H-1,2,3-triazol-4-yl)-1H-indazol-5-yl)picolinamide